ClC1=CC(=C(CN2C(C3=CC=CC=C3C2=O)=O)C=C1Cl)OC (4,5-dichloro-2-methoxybenzyl)isoindoline-1,3-dione